2,5-dihydrooxepin tert-butyl-6-(6-(5-(trifluoromethyl)-1,3,4-thiadiazol-2-yl)pyrazin-2-yl)-2,6-diazaspiro[3.4]octane-2-carboxylate C(C)(C)(C)OC(=O)N1CC2(C1)CN(CC2)C2=NC(=CN=C2)C=2SC(=NN2)C(F)(F)F.O2CC=CCC=C2